4,N,N-trimethyl-aniline ethyl-5-((2-fluorobenzyl)oxy)-2-methylfuro[2,3-c]pyridine-3-carboxylate C(C)OC(=O)C1=C(OC2=CN=C(C=C21)OCC2=C(C=CC=C2)F)C.CC2=CC=C(N(C)C)C=C2